bismuth-calcium [Ca].[Bi]